ClC1=C(C(=O)O)C(=C(C(=C1C(=O)O)Cl)Cl)Cl 2,4,5,6-tetrachloroisophthalic acid